NC=1C=C(C=CC1)C1CCN(CC1)C(=O)N(C=1N=CC=C2C1N(C=C2)C)[C@H]2CN(CCC2)C(=O)OC(C)(C)C tert-butyl (R)-3-(4-(3-aminophenyl)-N-(1-methyl-1H-pyrrolo[2,3-c]pyridin-7-yl)piperidine-1-carboxamido)piperidine-1-carboxylate